N-[4-[3-(2-chlorophenyl)-4-(1H-1,2,4-triazol-5-yl)-1H-pyrrol-1-yl]-5-methyl-2-pyridinyl]-3-methoxypropanamide ClC1=C(C=CC=C1)C1=CN(C=C1C1=NC=NN1)C1=CC(=NC=C1C)NC(CCOC)=O